N1(C=NC=C1)S(=O)(=O)N1CCC(CC1)C1=CC=CC=C1 1-((1H-imidazol-1-yl)sulfonyl)-4-phenylpiperidine